L-3-ethylbenzothiazole-6-sulfonic Acid C(C)N1CSC2=C1C=CC(=C2)S(=O)(=O)O